(S)-1-(2-((2-(2-fluoro-6-methoxyphenyl)pyrimidin-4-yl)amino)-5-(4-(tetrahydro-2H-pyran-4-yl)phenyl)pyridin-4-yl)piperidin-3-ol FC1=C(C(=CC=C1)OC)C1=NC=CC(=N1)NC1=NC=C(C(=C1)N1C[C@H](CCC1)O)C1=CC=C(C=C1)C1CCOCC1